C(C=C)(=O)N1CC(CC1)C=1C=C(C=C2C=NC=NC12)C1=CC=C(C(=O)NC2=CC=NC=C2)C=C1 4-(8-(1-propenoylpyrrolidin-3-yl)quinazolin-6-yl)-N-(pyridin-4-yl)benzamide